COC1=CC=C(C=C1)C(OC[C@@H]1[C@H](C[C@@H](O1)N1C(NC(C(=C1)C#CC)=O)=O)O)(C1=CC=CC=C1)C1=CC=C(C=C1)OC 1-((2R,4S,5R)-5-((bis(4-methoxyphenyl)(phenyl)methoxy)methyl)-4-hydroxytetrahydrofuran-2-yl)-5-(prop-1-yn-1-yl)pyrimidine-2,4(1H,3H)-dione